CN1CP(SCC1)(=O)N[C@@H](C)C(=O)OC(C)C Isopropyl (4-Methyl-2-Oxido-1,4,2-Thiazaphosphinan-2-Yl)-L-Alaninate